[Br-].[Br-].C(C1=CC=CC=C1)OC(=O)NCCCN1C=[N+](C(=C1)F)CCCC[N+]1=CN(C(=C1)F)CCCCN1C=NC(=C1)F 1-(3-(((benzyloxy)carbonyl)amino)propyl)-4-fluoro-3-(4-(5-fluoro-1-(4-(4-fluoro-1H-imidazol-1-yl)butyl)-imidazol-3-ium-3-yl)butyl)-1H-imidazol-3-ium dibromide